tert-butyl 6-[1-[4-(trifluoromethoxy)phenyl]pyrazol-4-yl]-2,6-diazaspiro[3.3]heptane-2-carboxylate FC(OC1=CC=C(C=C1)N1N=CC(=C1)N1CC2(CN(C2)C(=O)OC(C)(C)C)C1)(F)F